calcium gamma-hydroxy-gamma-methylbutyrate OC(CCC(=O)[O-])C.[Ca+2].OC(CCC(=O)[O-])C